N,N-dimethyl-2-[2-oxo-6-[5-(trifluoromethyl)-2-thienyl]-3H-imidazo[4,5-b]pyridin-1-yl]acetamide CN(C(CN1C(NC2=NC=C(C=C21)C=2SC(=CC2)C(F)(F)F)=O)=O)C